FC(C=1C=C(C=CC1)NC(=O)[C@@H]1[C@@H]([C@H]2CC[C@@H]1C2)NC(=O)C=2C(=CC(=C(OC1CCC(CC1)C(=O)O)C2)F)OC)F (1S,4s)-4-(5-(((1S,2R,3S,4R)-3-((3-(Difluoromethyl)phenyl)carbamoyl)bicyclo[2.2.1]heptan-2-yl)carbamoyl)-2-fluoro-4-methoxyphenoxy)cyclohexane-1-carboxylic Acid